N-(1-Cyclopentylpiperidin-4-yl)-6-morpholinopyrimidin-4-amine C1(CCCC1)N1CCC(CC1)NC1=NC=NC(=C1)N1CCOCC1